deoxy-3',4'-didehydrouridine [C@@H]1(CC(O)=C(CO)O1)N1C(=O)NC(=O)C=C1